P(=O)([O-])([O-])[O-].[Cr+3].BrC=1C=C2C=NC(=NC2=CC1)C 6-bromo-2-methyl-quinazoline chromium (iii) phosphate